5-(3-(3-phenylureido)phenyl)-1H-thiophen C1(=CC=CC=C1)NC(NC=1C=C(C=CC1)C1=CC=CS1)=O